2-((8-(3-bromo-2-chlorophenyl)-6-chloro-9H-purin-9-yl)methyl)-4-chlorobenzonitrile BrC=1C(=C(C=CC1)C=1N(C2=NC=NC(=C2N1)Cl)CC1=C(C#N)C=CC(=C1)Cl)Cl